ONC(=O)C1CCCCC1 N-hydroxycyclohexancarboxamid